FC1=NC=CC(=C1)COC1=CC2=C(OC[C@@H](C(N2C)=O)NC(OC(C)(C)C)=O)C=C1 tert-butyl (S)-(7-((2-fluoropyridin-4-yl)methoxy)-5-methyl-4-oxo-2,3,4,5-tetrahydrobenzo[b][1,4]oxazepin-3-yl)carbamate